[1-[3-fluoro-4-([2-[1-(piperidin-4-yl)ethyl]-1,6-naphthyridin-7-yl]amino)phenyl]pyrazol-3-yl]methanol FC=1C=C(C=CC1NC1=NC=C2C=CC(=NC2=C1)C(C)C1CCNCC1)N1N=C(C=C1)CO